(S)-5-(trifluoromethyl)-6,7-dihydro-5H-pyrrolo[1,2-b][1,2,4]triazole-2-carboxylic acid ethyl ester C(C)OC(=O)C=1N=C2N(N1)[C@@H](CC2)C(F)(F)F